1-(2-bromo-4-chlorophenyl)-4-monochloro-1H-1,2,3-triazole BrC1=C(C=CC(=C1)Cl)N1N=NC(=C1)Cl